[Na].FC(C(F)(F)F)(O)C(C(C(C(C(C(F)(F)F)(F)F)(F)F)(F)F)(F)F)(F)F perfluorohexyl-ethanol sodium salt